2-ethynyl-2,3-dihydroisothiazole 1,1-dioxide C(#C)N1S(C=CC1)(=O)=O